COC(C1CCN(CC1)C1=CC(=C(C=C1C1=CC=CC=C1)[C@@H]1C=2C=CC(=CC2C(CC1)(F)F)O)OC)OC (S)-5-(6-(4-(dimethoxymethyl)piperidin-1-yl)-4-methoxy-[1,1'-biphenyl]-3-yl)-8,8-difluoro-5,6,7,8-tetrahydronaphthalen-2-ol